ClC1=CC=C2C(=N1)CN(C2=O)CCNC(=O)NC 1-(2-(2-chloro-5-oxo-5,7-dihydro-6H-pyrrolo[3,4-b]pyridin-6-yl)ethyl)-3-methylurea